C1(=CC=CC=C1)C=1N=CC(=NC1)COCCCCCCN1C[C@@H]([C@H]([C@@H]([C@H](C1)O)O)O)O (3S,4R,5R,6S)-1-{6-[(5-phenyl-2-pyrazinyl)methoxy]hexyl}-3,4,5,6-azepanetetrol